CN(C(/C=C/CC[C@@H](C(NC=1C(N(C=CC1)CC1=CC2=NC=C(C(=C2N1)CC(C)C)F)=O)=O)NC(OCCNC)=O)=O)C 2-(methylamino)ethyl N-[(E,1S)-6-(dimethylamino)-1-[[1-[(6-fluoro-7-isobutyl-1H-pyrrolo[3,2-b]pyridin-2-yl)methyl]-2-oxo-3-pyridyl]carbamoyl]-6-oxo-hex-4-enyl]carbamate